N-(3-chlorophenyl)-N-(1-methyl-9-(1-methyl-1H-pyrazol-4-yl)-6,7-dihydro-5H-benzo[c][1,2,3]triazolo[1,5-a]azepin-7-yl)formamide ClC=1C=C(C=CC1)N(C=O)C1C2=C(C=3N(CC1)N=NC3C)C=CC(=C2)C=2C=NN(C2)C